2-(methylsulfonimidoyl)benzothiophene-6-carboxylic acid CS(=O)(=N)C=1SC2=C(C1)C=CC(=C2)C(=O)O